C(C1=CC=CC=C1)OC[C@H]1COC2=C(C=3N1N=NN3)C=CC=C2[N+](=O)[O-] (S)-5-((benzyloxy)methyl)-8-nitro-5,6-dihydrobenzo[f]tetrazolo[1,5-d][1,4]oxazepine